6-chloro-3-(3-methoxypiperidin-1-yl)-1-(tetrahydro-2H-pyran-2-yl)-1H-pyrazolo[4,3-c]pyridine ClC1=CC2=C(C=N1)C(=NN2C2OCCCC2)N2CC(CCC2)OC